2-hydroxy-6-{[1-(2-methyl-seryl)azetidin-3-yl]oxy}benzoic acid OC1=C(C(=O)O)C(=CC=C1)OC1CN(C1)C([C@@](N)(CO)C)=O